N,N-diethyl-7-hydroxyhept-1-en-2-amine oxide C(C)[N+](C(=C)CCCCCO)(CC)[O-]